NC=1C2=C(N=CN1)N(C(=C2C2=CC=C(C=C2)SC2CCCC2)C2CN(CC2)C(C=C)=O)C 1-(3-{4-amino-5-[4-(cyclopentylsulfanyl)phenyl]-7-methyl-7H-pyrrolo[2,3-d]pyrimidin-6-yl}pyrrolidin-1-yl)prop-2-en-1-one